1-(tert-butyl)-N-(4-cyanophenethyl)-4-(3-(trifluoromethyl)phenoxy)-1H-pyrazole-5-carboxamide C(C)(C)(C)N1N=CC(=C1C(=O)NCCC1=CC=C(C=C1)C#N)OC1=CC(=CC=C1)C(F)(F)F